ethyl 6-sulfamoylhexanoate S(N)(=O)(=O)CCCCCC(=O)OCC